trans-cycloocta-2-en C1\C=C\CCCCC1